O1C=NC2=C1C=CC(=C2)C(=O)[O-] benzo[d]oxazole-5-carboxylate